epoxypropyl-norbornane C(CC)C12C3(CCC(C1)C3)O2